OCC=1N=NNC1 4-hydroxymethyl-1H-1,2,3-triazole